C(C)(=O)N1CC(CCC1)C=1C=C(C=CC1)C1=NC(=NC=C1F)NC1CC(CCC1)C(=O)O 3-((4-(3-(1-acetylpiperidin-3-yl)phenyl)-5-fluoropyrimidin-2-yl)amino)cyclohexane-1-carboxylic acid